6-[6-(difluoromethyl)pyridin-3-yl]-3-oxo-2,3-dihydropyridazine-4-carboxylic acid ethyl ester C(C)OC(=O)C=1C(NN=C(C1)C=1C=NC(=CC1)C(F)F)=O